7-bromo-8-chloro-N,N-dimethylquinolin-2-amine BrC1=CC=C2C=CC(=NC2=C1Cl)N(C)C